N-([1,1'-Biphenyl]-4-ylmethyl)-1-(5-cyano-4-methoxypyridin-2-yl)-1H-pyrazole-4-carboxamide C1(=CC=C(C=C1)CNC(=O)C=1C=NN(C1)C1=NC=C(C(=C1)OC)C#N)C1=CC=CC=C1